3-Bromo-4-[(pyrrolidin-1-yl)methyl]pyridine tert-butyl-(S)-4-benzyl-3-(difluoromethyl)piperazine-1-carboxylate C(C)(C)(C)OC(=O)N1C[C@H](N(CC1)CC1=CC=CC=C1)C(F)F.BrC=1C=NC=CC1CN1CCCC1